4-((1H-Indazol-5-yl)ethynyl)-N-(2-fluorobenzyl)-[2,4'-bipyrimidin]-2'-amine N1N=CC2=CC(=CC=C12)C#CC1=NC(=NC=C1)C1=NC(=NC=C1)NCC1=C(C=CC=C1)F